C(C)(C)(C)C1C(N(CCC1=O)C(=O)OCC(CO)NC1=NC(=CC(=C1)I)N1CCOCC1)(C)C 2-((4-iodo-6-morpholinopyridin-2-yl)amino)propane-1,3-diol tert-butyl-2,2-dimethyl-4-oxopiperidine-1-carboxylate